C1(CC1)C=1N=CC2=CC3=C(C(=C2C1)S(NCC(C)(C)F)(=O)=O)CC(CC3)NC(=S)NC=3N(N=C(C3)C)C 1-[3-cyclopropyl-5-[(2-fluoro-2-methyl-propyl)sulfamoyl]-6,7,8,9-tetrahydrobenzo[g]Isoquinoline-7-yl]-3-(2,5-dimethylpyrazol-3-yl)thiourea